BrC1=CC=CC(=N1)NC(=O)C1NCC(C1)C#N N-(6-bromopyridin-2-yl)-4-cyanopyrrolidine-2-carboxamide